N-[(1R,2S)-2-fluorocyclopropyl]-8-(methylamino)-6-{[2-oxo-1-(piperidin-4-yl)pyridin-3-yl]amino}imidazo[1,2-b]pyridazine-3-carboxamide F[C@@H]1[C@@H](C1)NC(=O)C1=CN=C2N1N=C(C=C2NC)NC=2C(N(C=CC2)C2CCNCC2)=O